6-(2,5-dihydroxyphenyl)-6H-dibenz[c,e][1,2]oxaphosphorine-6-oxide OC1=C(C=C(C=C1)O)P1(OC2=C(C3=C1C=CC=C3)C=CC=C2)=O